C(C)OC(=O)C1=NN(C=C1)CC1=C(C=CC=C1)F 1-(2-Fluorobenzyl)-1H-pyrazole-3-carboxylic acid ethyl ester